tert-butyl 2-[[3-amino-5-(trifluoromethyl) phenoxy]methyl]prop-2-enoate NC=1C=C(OCC(C(=O)OC(C)(C)C)=C)C=C(C1)C(F)(F)F